tert-Butyl 6-bromo-1-methyl-1,2-dihydro-3H-benzo[e]indole-3-carboxylate BrC1=CC=CC=2C=3C(CN(C3C=CC21)C(=O)OC(C)(C)C)C